CC1=CC=C(C=C1)S(=O)(=O)OCCCCCCOC1=C2C(N(C(C2=CC=C1)=O)C1C(NC(CC1)=O)=O)=O 6-((2-(2,6-dioxopiperidin-3-yl)-1,3-dioxoisoindolin-4-yl)oxy)hexyl 4-methylbenzenesulfonate